6-[4-[3-hydroxycyclobutyl]piperazin-1-yl]pyridine-3-carboxylic acid OC1CC(C1)N1CCN(CC1)C1=CC=C(C=N1)C(=O)O